OC1=C(OC2=CC(=CC(=C2C1=O)OC)OC)C1=CC(=C(C(=C1)OC)OC)OC 3-hydroxy-5,7-dimethoxy-2-(3,4,5-trimethoxyphenyl)-4H-chromene-4-one